C(C)O.C(C)O.C(C)O.[Na] Sodium triethanol